paracetamolol N(C(=O)C)(C1=CC=C(O)C=C1)O